N12C=CCNCC2CCCC1 1,5-diazabicyclo(5.4.0)undecene